tert-Butyl N-[6-[(4S)-4-[[(3R)-2,6-dioxopiperidin-3-yl]carbamoyl]-3,4-dihydroquinolin-1(2H)-yl]-6-oxohexyl]carbamate O=C1NC(CC[C@H]1NC(=O)[C@H]1CCN(C2=CC=CC=C12)C(CCCCCNC(OC(C)(C)C)=O)=O)=O